BrC1=C(C(=CC=C1)F)C1=C(C=C(C=C1)Cl)SC (2'-bromo-4-chloro-6'-fluoro-[1,1'-biphenyl]-2-yl)(methyl)sulfane